(dimethylsilylpentamethylcyclopentadienylfluorenyl)zirconium dichloride [Cl-].[Cl-].C[SiH](C)C=1C(=C(C(=C2C=3C(=C(C(=C(C3CC12)[Zr+2])C1C=CC=C1)C)C)C)C)C